bis(hydroxyethyl)aminopropyl-N-hydroxyethyl-octadecylamine dihydrofluoride F.F.OCCN(CCO)CCCN(CCO)CCCCCCCCCCCCCCCCCC